5-(3-methyl-5-(4-(5-(trifluoromethyl)pyrimidin-2-yl)piperazine-1-carbonyl)benzyl)-3-(trifluoromethyl)pyridine CC=1C=C(CC=2C=C(C=NC2)C(F)(F)F)C=C(C1)C(=O)N1CCN(CC1)C1=NC=C(C=N1)C(F)(F)F